6-(4-((7-bromo-2-(2,6-dioxopiperidin-3-yl)-1,3-dioxoisoindolin-5-yl)methyl)piperazin-1-yl)-N-((1r,4r)-4-(3-chloro-4-cyanophenoxy)cyclohexyl)pyridazine-3-carboxamide BrC=1C=C(C=C2C(N(C(C12)=O)C1C(NC(CC1)=O)=O)=O)CN1CCN(CC1)C1=CC=C(N=N1)C(=O)NC1CCC(CC1)OC1=CC(=C(C=C1)C#N)Cl